COC(=O)CN The molecule is a glycinyl ester obtained by the formal condensation of the carboxy group of glycine with methanol. It has a role as a metabolite.